C(C)(C)(C)OC(=O)N1[C@@H](C[C@@H](C1)N1N=NC(=C1)C1=CC=C2C(=NNC2=C1)N)C(NC1=CC=C(C=C1)Br)=O (2S,4S)-4-(4-(3-amino-1H-indazol-6-yl)-1H-1,2,3-triazol-1-yl)-2-((4-bromophenyl)carbamoyl)pyrrolidine-1-carboxylic acid tert-butyl ester